[5-methyl-3-(2-morpholinoethoxy)pyrazol-1-yl]-phenylmethanone CC1=CC(=NN1C(=O)C1=CC=CC=C1)OCCN1CCOCC1